FC=1C=C2C(=NC1)NC=C2C2=NC1=CC=CC=C1C(=N2)N[C@H](CC(=O)O)C(C)(C)C (R)-3-((2-(5-fluoro-1H-pyrrolo[2,3-b]pyridin-3-yl)quinazolin-4-yl)amino)-4,4-dimethylpentanoic acid